C(C)(C)NCC=1NC(C=2SC(=C3OCCCC1C23)C=2C=NNC2)=O 5-((isopropylamino)methyl)-1-(1H-pyrazol-4-yl)-4,6,7,8-tetrahydro-3H-9-oxa-2-thia-4-azabenzo[cd]azulen-3-one